OC1=NC=2NC3=CC=NC=C3C2C=C1 2-hydroxy-1,6-diazacarbazole